Methyl (4-(3-amino-7-(4-(morpholinomethyl)phenyl)-1H-indazol-5-yl)pyridin-2-yl)carbamate NC1=NNC2=C(C=C(C=C12)C1=CC(=NC=C1)NC(OC)=O)C1=CC=C(C=C1)CN1CCOCC1